3-methoxy-2-methyl-7,8-dihydro-6H-spiro[quinoline-5,2'-[1,3]dioxolane] COC=1C(=NC=2CCCC3(OCCO3)C2C1)C